CN(C(\C=C\C(=O)O)=O)CCCCCCCCCCCCC N-methyl-N-n-tridecyl-fumaric acid amide